(Z)-2-benzamido-4-(4-(5-(4-ethylbenzylidene)-2,4-dioxothiazolidin-3-yl)butanamido)benzoic acid C(C1=CC=CC=C1)(=O)NC1=C(C(=O)O)C=CC(=C1)NC(CCCN1C(S\C(\C1=O)=C/C1=CC=C(C=C1)CC)=O)=O